4-methoxy-3-(pyridin-4-yl)-1H-pyrazol COC=1C(=NNC1)C1=CC=NC=C1